N-γ-maleimidobutyryl-succinimide C1(C=CC(N1CCCC(=O)N1C(CCC1=O)=O)=O)=O